[N+](=O)([O-])C=1C=C(C(=O)NC2=C(C=CC(=C2)O)O)C=C(C1)[N+](=O)[O-] 3,5-dinitro-N-(2,5-dihydroxyphenyl)benzamide